N-((2-(((cyclobutylmethyl)amino)methyl)-1H-indol-6-yl)methyl)imidazo[1,2-b]pyridazine-7-carboxamide C1(CCC1)CNCC=1NC2=CC(=CC=C2C1)CNC(=O)C1=CC=2N(N=C1)C=CN2